C(C)(CC)C(C1CCC(CC1)N)(C1CCC(CC1)N)C(C)CC di-sec-butyl-4,4'-methylene-bis(cyclohexylamine)